COC=1C=C2C(=C(C=NC2=CC1OC)S(=O)(=O)C1=CC=C(C=C1)OC)N1CCC(CC1)N1C(CCC1)CO (1-(1-(6,7-dimethoxy-3-((4-methoxyphenyl)sulfonyl)quinolin-4-yl)piperidin-4-yl)pyrrolidin-2-yl)methanol